BrC1=C2CCN([C@@H](C2=C(C=C1)OCC1=NOC(=N1)C(C)C)CN1C(CCC1)=O)C(=O)[C@H]1[C@H](CCCC1)C(=O)O (1S,2R)-2-((S)-5-bromo-8-((5-isopropyl-1,2,4-oxadiazol-3-yl)methoxy)-1-((2-oxopyrrolidin-1-yl)methyl)-1,2,3,4-tetrahydro-isoquinoline-2-carbonyl)cyclohexane-1-carboxylic acid